tert-Butyl 6-((tert-butyldimethyl silyl)oxy)-4-(5-hydroxypyrimidin-2-yl)-1,4-diazepane-1-carboxylate [Si](C)(C)(C(C)(C)C)OC1CN(CCN(C1)C(=O)OC(C)(C)C)C1=NC=C(C=N1)O